(R)-6-chloro-3-((1-(2,7-dimethyl-1-oxo-3-phenyl-1,2-dihydroisoquinolin-5-yl)ethyl)amino)picolinic acid ClC1=CC=C(C(=N1)C(=O)O)N[C@H](C)C1=C2C=C(N(C(C2=CC(=C1)C)=O)C)C1=CC=CC=C1